NC1=C(C=CC(=C1)F)C1=C2C=CN(C2=CC=C1)[C@@H](CO)C (R)-2-(4-(2-amino-4-fluorophenyl)-1H-indol-1-yl)propanol